C(C)[C@@H]1N(CCCC1)C(C[C@@H](C(N[C@@H](C)C1=NC2=C(N1)C=CC=C2F)=O)NC(=O)N2CCOCC2)=O N-[(1S)-3-[(2S)-2-ethyl-1-piperidyl]-1-[[(1S)-1-(4-fluoro-1H-benzimidazol-2-yl)ethyl]carbamoyl]-3-oxo-propyl]morpholine-4-carboxamide